(R)-4-((R)-4-((S)-2-(4-chlorophenyl)-3-(isopropylamino)propanoyl)-2-methylpiperazin-1-yl)-5-methyl-5,8-dihydropyrido[2,3-d]pyrimidin-7(6H)-one ClC1=CC=C(C=C1)[C@H](C(=O)N1C[C@H](N(CC1)C=1C2=C(N=CN1)NC(C[C@H]2C)=O)C)CNC(C)C